N-[(5-methyl-2-pyrazinyl)ethyl]-2-(3-pyridinyl)-2H-indazole-5-carboxamide CC=1N=CC(=NC1)CCNC(=O)C1=CC2=CN(N=C2C=C1)C=1C=NC=CC1